ClC1=CC=2N=C(N=C(C2C(O1)=O)N1CC2CCC(C1)N2C(=O)OC(C)(C)C)SC tert-butyl 3-[7-chloro-2-(methylsulfanyl)-5-oxopyrano[4,3-d]pyrimidin-4-yl]-3,8-diazabicyclo[3.2.1]octane-8-carboxylate